ClC1=NC(=NC(=N1)Cl)NCCC(=O)OCC ethyl 3-((4,6-dichloro-1,3,5-triazin-2-yl)amino)propanoate